Cl.OC1=C(C=CC(=C1)C(F)(F)F)C1=C(N=C(N=N1)N[C@H]1[C@@H](CNC1)O)C (3R,4R)-4-({6-[2-hydroxy-4-(trifluoromethyl)phenyl]-5-methyl-1,2,4-triazin-3-yl}amino)pyrrolidin-3-ol monohydrochloride